(2S,4R)-1-cyclopropyl-pyrrolidine-2-methanol C1(CC1)N1[C@@H](CCC1)CO